NC1=C(C(=O)NC2CNC2)C=C(C=N1)C1=C(C=C(C=C1)NC([C@@H](O)C1=CC(=CC(=C1)F)F)=O)C (S)-2-amino-N-(azetidin-3-yl)-5-(4-(2-(3,5-difluorophenyl)-2-hydroxyacetamido)-2-methylphenyl)nicotinamide